N-(tert-butyl)-3-((2-((4-(4-(3-((2-(2,6-dioxopiperidin-3-yl)-1,3-dioxoisoindolin-5-yl)amino)propanoyl)piperazin-1-yl)phenyl)amino)-5-methylpyrimidin-4-yl)amino)benzenesulfonamide C(C)(C)(C)NS(=O)(=O)C1=CC(=CC=C1)NC1=NC(=NC=C1C)NC1=CC=C(C=C1)N1CCN(CC1)C(CCNC=1C=C2C(N(C(C2=CC1)=O)C1C(NC(CC1)=O)=O)=O)=O